C(CC1=CC=CC=C1)N1C=CC2=CC(=CC=C12)OC=1N=C(C2=C(N1)C=NC=C2)O 2-(1-phenethyl-1H-indol-5-yloxy)-pyrido[3,4-d]pyrimidin-4-ol